(2S)-2-amino-2-(4-methylcyclohexyl)-N-(2-oxospiro[indoline-3,4'-tetrahydropyran]-6-yl)acetamide N[C@H](C(=O)NC1=CC=C2C(=C1)NC(C21CCOCC1)=O)C1CCC(CC1)C